FC(O[C@H]1CN(CC1)C=1C=2N(N=C(C1)C=1C(NC(NC1)=O)=O)N=CN2)(F)F (R)-5-(8-(3-(trifluoromethoxy)pyrrolidin-1-yl)-[1,2,4]triazolo[1,5-b]pyridazin-6-yl)pyrimidine-2,4(1H,3H)-dione